C(CCCCCCC)(=O)OCCCCC Pentanol Caprylate